6-methoxy-2-methyl-1-(3-methyl-4-nitrophenyl)-1,2,3,4-tetrahydroisoquinoline COC=1C=C2CCN(C(C2=CC1)C1=CC(=C(C=C1)[N+](=O)[O-])C)C